C(CCCCCCCCCCCCCCC)(=O)OCC(COC(CCCCCCCCCCCCCCC)=O)OC(CCCCCCOC(CC\C(=C\CC=1C(=C2C(OCC2=C(C1OC)C)=O)O)\C)=O)=O (E)-2-((7-((6-(4-hydroxy-6-methoxy-7-methyl-3-oxo-1,3-dihydroisobenzofuran-5-yl)-4-methylhex-4-enoyl)oxy)heptanoyl)oxy)propane-1,3-diyl dipalmitate